F[C@H]1CN(CC[C@H]1NC1=C2C=C(N(C2=CC=C1)CC(F)(F)F)C1=NN=C(S1)CNC(=O)C1CCCC1)C N-((5-(4-(((3S,4R)-3-fluoro-1-methylpiperidin-4-yl)amino)-1-(2,2,2-trifluoroethyl)-1H-indol-2-yl)-1,3,4-thiadiazol-2-yl)methyl)cyclopentanecarboxamide